1-((2-bromobenzyl)oxy)-3-iodopropan-2-one BrC1=C(COCC(CI)=O)C=CC=C1